ClC=1C=CC2=C(C(C[C@@H](O2)C(=O)NC23CC(C2)(C3)N3N=CC(=C3)N(CCOC(F)(F)F)C)=O)C1 (2R)-6-chloro-N-[3-(4-{methyl[2-(trifluoromethoxy)ethyl]amino}-1H-pyrazol-1-yl)bicyclo[1.1.1]pentan-1-yl]-4-oxo-3,4-dihydro-2H-1-benzopyran-2-carboxamide